C(C)(C)(C)C1CC(CC(C1)C(C)(C)C)N (3,5-di-tert-butylcyclohexyl)amine